BrC1=C(C=C(OCC2CC3(C2)CCN(CC3)C(=O)OC(C)(C)C)C=C1)C tert-butyl 2-[(4-bromo-3-methyl-phenoxy)methyl]-7-azaspiro[3.5]nonane-7-carboxylate